2-(benzyl-methyl-amino)acetic acid C(C1=CC=CC=C1)N(CC(=O)O)C